(E)-N-(4-(1-(6-(4-(6-(2-(2,6-dioxopiperidin-3-yl)-1-oxoisoindolin-5-yl)hex-5-yn-1-yl)piperazin-1-yl)nicotinoyl)piperidin-4-yl)butyl)-3-(pyridin-3-yl)acrylamide O=C1NC(CCC1N1C(C2=CC=C(C=C2C1)C#CCCCCN1CCN(CC1)C1=NC=C(C(=O)N2CCC(CC2)CCCCNC(\C=C\C=2C=NC=CC2)=O)C=C1)=O)=O